F[C@@H]1CNCC[C@@H]1CNC=1C=C(C=CC1C(F)(F)F)C1=NNC(O1)=O 5-[3-({[(3S,4R)-3-fluoropiperidin-4-yl]methyl}amino)-4-(trifluoromethyl)phenyl]-1,3,4-oxadiazol-2(3H)-one